CN1C(OCC=2C=NC=C(C3=NNC4=CC=C(OCCC1)C=C34)C2)=O 10-methyl-8,14-dioxa-4,10,19,20-tetraazatetracyclo[13.5.2.12,6.018,21]tricosa-1(20),2,4,6(23),15,17,21-heptaen-9-one